C1(CC1)C1=CNC=2C=CC3=C(C12)C=CC=C3 cyclopropyl-benz[e]indol